2-(hydroxy(phenyl)methyl)-4-methoxyphenol OC(C1=C(C=CC(=C1)OC)O)C1=CC=CC=C1